1-benzyl-6-(butylamino)-3-(4-chlorophenyl)-5-methyl-3,5-diHydroimidazo[4,5-c][1,2]thiazine-4(1H)-one 2,2-dioxide C(C1=CC=CC=C1)N1S(C(C(C2=C1N=C(N2C)NCCCC)=O)C2=CC=C(C=C2)Cl)(=O)=O